(R)-2-methylbutanal C[C@@H](C=O)CC